O1CCN(CC1)C1=C2C=C(N(C2=NC=N1)COCC[Si](C)(C)C)C1=CC=C(C=C1)N1C[C@@H](CC1)C(=O)N [p-(4-morpholino-1-{[2-(trimethylsilyl)ethoxy]methyl}-1H-1,5,7-triazainden-2-yl)phenyl]-(R)-3-pyrrolidinecarboxamide